C(CCCCCN(C([O-])=O)CCCCCCCC)N(C([O-])=O)CCCCCCCC hexanediyl-bis(octyl carbamate)